C(N)(OC(C(CC(CCOC(N)=O)C)(C)C)(C(C(F)(F)F)C(F)(F)F)C(C(F)(F)F)C(F)(F)F)=O Bis(1,1,1,3,3,3-hexafluoropropan-2-yl)-(2,2,4-trimethylhexane-1,6-diyl) biscarbamate